palladium carboxyethylsilanetriol C(=O)(O)CC[Si](O)(O)O.[Pd]